4-(diethoxyphosphoryl)-2-methyl-2-butenoic acid ethyl ester C(C)OC(C(=CCP(=O)(OCC)OCC)C)=O